FC1=CC=C(C=C1)C1=C(NC2=C1C(N(CC2)C)=O)C2=CC(=NC=C2)NC(CC2=CC=C(C=C2)C(=O)N2CCNCC2)=O N-{4-[3-(4-fluorophenyl)-5-methyl-4-oxo-4,5,6,7-tetrahydro-1H-pyrrolo[3,2-c]pyridin-2-yl]pyridin-2-yl}-2-[4-(piperazine-1-carbonyl)phenyl]acetamide